C(=O)C1=NN(C=C1)C1CCN(CC1)C(=O)OC(C)(C)C tert-butyl 4-(3-formyl-1H-pyrazol-1-yl)piperidine-1-carboxylate